7,10-bis(4-bromophenyl)-8-phenylfluoranthene BrC1=CC=C(C=C1)C1=C2C3=CC=CC4=CC=CC(C2=C(C=C1C1=CC=CC=C1)C1=CC=C(C=C1)Br)=C43